C(C)N(CCCOC(=O)OC(CCC(=O)OC(CCCCCCCCCCCCC(=O)O)CCCCCCCCCCCCC(=O)O)CCCCCCCCCCCC)C.COC=1C=C(N)C=C(C1)C=1C=NN(C1)CCCOC 3-methoxy-5-(1-(3-methoxypropyl)-1H-pyrazol-4-yl)aniline 2-((4-(((3-(ethyl(methyl)amino)propoxy)carbonyl)oxy)hexadecanoyl)oxy)propane-1,3-diyldidodecanoate